7-(1-Isopentylpiperidin-3-yl)-2-methyl-3-(pyridin-4-yl)pyrazolo[1,5-a]pyrimidine C(CC(C)C)N1CC(CCC1)C1=CC=NC=2N1N=C(C2C2=CC=NC=C2)C